CC1=CC(=NC(=N1)C=1C=NC(=CC1)N1CC2N(C(C1)C2)CC2=CC=C(C=C2)C)NC2=NNC(=C2)C 6-methyl-N-(5-methyl-1H-pyrazol-3-yl)-2-(6-(6-(4-methylbenzyl)-3,6-diazabicyclo[3.1.1]heptan-3-yl)pyridin-3-yl)pyrimidin-4-amine